CN(CCON=C1C=2N(C=3C=CC(=CC13)F)C(C1=C(N2)N=CC=C1)=O)C 11-((2-(Dimethylamino)ethoxy)imino)-9-fluoropyrido[2',3':4,5]pyrimido[1,2-a]indol-5(11H)-on